(5S,7S)-5-(2,3,5-trifluorophenyl)-7-fluoro-6,7-dihydro-5H-pyrrolo[1,2-b][1,2,4]triazole-2-thiol FC1=C(C=C(C=C1F)F)[C@@H]1C[C@@H](C=2N1N=C(N2)S)F